3-[3,5-bis(trifluoromethyl)phenyl]benzamide FC(C=1C=C(C=C(C1)C(F)(F)F)C=1C=C(C(=O)N)C=CC1)(F)F